(2,4,6-trimethylbenzoyl) ethyl phenylphosphonite C1(=CC=CC=C1)P(OC(C1=C(C=C(C=C1C)C)C)=O)OCC